C1(=CC=CC=C1)CCC(CO)CO 2-(2-phenylethyl)-1,3-propanediol